FC1=C(CN(S(=O)(=O)C)C2CCNCC2)C=CC(=C1)C(=O)NN 4-(N-(2-fluoro-4-(hydrazinecarbonyl)benzyl)methylsulfonamido)piperidine